4-ethyl-2,3-dimethyl-2,3,4,6,7,8-hexahydro-5H-chromen-5-one C(C)C1C(C(OC=2CCCC(C12)=O)C)C